Methyl-2-(3-chloro-2-fluorophenyl)-5-[1-(phenylsulfonyl)-1H-pyrrolo[2,3-b]pyridin-4-yl]-1-{[2-(trimethylsilyl) ethoxy]methyl}-1H-pyrrole-3-carboxylate COC(=O)C1=C(N(C(=C1)C1=C2C(=NC=C1)N(C=C2)S(=O)(=O)C2=CC=CC=C2)COCC[Si](C)(C)C)C2=C(C(=CC=C2)Cl)F